3,3-dimethylcyclohexyl methyl ketone CC(=O)C1CC(CCC1)(C)C